2-allyl-1,3-dioxo-isoindoline-5-carboxylic acid C(C=C)N1C(C2=CC=C(C=C2C1=O)C(=O)O)=O